2-(2-isopropylphenyl)-9-(1-(pyridin-3-yl)piperidin-4-yl)-7,9-dihydro-8H-purin-8-one C(C)(C)C1=C(C=CC=C1)C1=NC=C2NC(N(C2=N1)C1CCN(CC1)C=1C=NC=CC1)=O